2-[(4-{3-[(4-cyano-2-fluorobenzyl)oxy]pyrazin-2-yl}piperidin-1-yl)methyl]-1-[(1-ethyl-1H-imidazol-5-yl)methyl]-1H-benzimidazole-6-carboxylic acid, trifluoroacetate salt FC(C(=O)O)(F)F.C(#N)C1=CC(=C(COC=2C(=NC=CN2)C2CCN(CC2)CC2=NC3=C(N2CC2=CN=CN2CC)C=C(C=C3)C(=O)O)C=C1)F